C(C1=CC=CC=C1)OC(NCCCN1C(=NC2=C1C(=CC(=C2)C(N)=O)OC)NC(=O)C2=NC=CC1=CC=CC=C21)=O (3-(5-carbamoyl-2-(isoquinoline-1-carboxamido)-7-methoxy-1H-benzo[d]imidazol-1-yl)propyl)carbamic acid benzyl ester